(S)-N-((R or S)-(3-chloro-2,4-difluorophenyl)(trans-3-(trifluoromethyl)cyclobutyl)-methylPhenyl)-2-oxoimidazolidine-4-carboxamide ClC=1C(=C(C=CC1F)C1=C(C(=C(C=C1)NC(=O)[C@H]1NC(NC1)=O)C)[C@@H]1C[C@H](C1)C(F)(F)F)F